2-(2,6-dioxopiperidin-3-yl)-5-(4-(3-((1-(4-(6-methoxybenzo[d]thiazol-2-yl)phenyl)azetidin-3-yl)oxy)propyl)piperazin-1-yl)isoindoline-1,3-dione O=C1NC(CCC1N1C(C2=CC=C(C=C2C1=O)N1CCN(CC1)CCCOC1CN(C1)C1=CC=C(C=C1)C=1SC2=C(N1)C=CC(=C2)OC)=O)=O